ClC1=CC=C(C(=N1)C(=O)N)O[C@H](C)C=1C=C(C=C2C(C(=C(OC12)C1=CC2=C(N=C(S2)CCO)C=C1)C)=O)C 6-Chloro-3-[(1R)-1-[2-[2-(2-hydroxyethyl)-1,3-benzothiazol-6-yl]-3,6-dimethyl-4-oxo-chromen-8-yl]ethoxy]pyridine-2-carboxamide